(1R,6S)-2,2-difluoro-6-[4-(propan-2-yl)piperazin-1-yl]cyclohexan-1-amine FC1([C@@H]([C@H](CCC1)N1CCN(CC1)C(C)C)N)F